4-((thiophene-2-sulfonamido)methyl)-1H-1,2,3-triazol S1C(=CC=C1)S(=O)(=O)NCC=1N=NNC1